3-[[(1R)-1-[3-Bromo-6-methyl-2-(1-methylpyrazol-4-yl)-4-oxo-chromen-8-yl]ethyl]amino]-N-tert-butyl-6-chloro-pyridine-2-sulfonamide BrC1=C(OC2=C(C=C(C=C2C1=O)C)[C@@H](C)NC=1C(=NC(=CC1)Cl)S(=O)(=O)NC(C)(C)C)C=1C=NN(C1)C